CNC1=CC=2N(C=C1)C=C(N2)C2=CC=C(C=C2)C N-Methyl-(2-p-tolyl-imidazo[1,2-a]pyridin-7-yl)-amine